Z-oct-6-en-1-ol C(CCCC\C=C/C)O